(1S,3S,4S)-5,5-difluoro-N-[(E,1S)-3-fluoro-3-methylsulfonyl-1-[[(3S)-2-oxopyrrolidin-3-yl]methyl]allyl]-2-azabicyclo[2.2.2]octane-3-carboxamide hydrochloride Cl.FC1([C@@H]2[C@H](N[C@H](C1)CC2)C(=O)N[C@H](\C=C(\S(=O)(=O)C)/F)C[C@H]2C(NCC2)=O)F